FC1(CC1)C(=O)N 1-fluorocyclopropane-1-carboxamide